C=CCCCCCCCC n-Decen